ethyl chloroformate ClC(=O)OCC